guanyltaurine C(N)(=N)NCCS(=O)(=O)O